CS(=O)(=O)OC1(CN(C1)C1=NC=C(C=C1C#N)C1=NN(C2=CC=C(C=C12)O[C@H](C)C1=C(C=NC=C1Cl)Cl)C1OCCCC1)C [1-[3-cyano-5-[5-[(1R)-1-(3,5-dichloro-4-pyridinyl) ethoxy]-1-tetrahydropyran-2-yl-indazol-3-yl]-2-pyridinyl]-3-methyl-azetidin-3-yl] methanesulfonate